C(C)(C)(C)OC(=O)N1C[C@@H]([C@@H](CC1)N1N=NC(=C1C)Br)O (3S,4R)-4-(4-bromo-5-methyl-triazol-1-yl)-3-hydroxy-piperidine-1-carboxylic acid tert-butyl ester